Butanesulfonic acid C(CCC)S(=O)(=O)O